(R)-(3-aminopiperidin-1-yl)(2-(5,6-difluoro-1-(3-methoxybenzyl)-1H-indol-2-yl)-3-methylimidazo[1,2-a]pyridin-7-yl)methanone N[C@H]1CN(CCC1)C(=O)C1=CC=2N(C=C1)C(=C(N2)C=2N(C1=CC(=C(C=C1C2)F)F)CC2=CC(=CC=C2)OC)C